FC1=C(C=CC=C1)C1=CC(=CN1)C=O 5-(2-fluorophenyl)-1H-pyrrole-3-carboxaldehyde